N-(4-bromo-2-fluoro-6-methyl-phenyl)-3,3-dimethyl-butanamide BrC1=CC(=C(C(=C1)C)NC(CC(C)(C)C)=O)F